ClC(=C[C@H]1C([C@@H]1C(=O)O)(C)C)Cl (1R,3S)-3-(2,2-dichlorovinyl)-2,2-dimethylcyclopropanecarboxylic acid